Cl.CN(C=1SC=2N=C(SC2N1)C1=NC=C(C=C1)C=1C=NNC1)C1CC(NC(C1)(C)C)(C)C N-Methyl-5-[5-(1H-pyrazol-4-yl)pyridin-2-yl]-N-(2,2,6,6-tetramethylpiperidin-4-yl)[1,3]thiazolo[5,4-d][1,3]thiazol-2-amin Hydrochlorid